FCCN1C(=CC2=C(C=CC=C12)NC1CCC(CC1)N1CCOCC1)C#CCNC1=C(C=C(C(=O)NC)C=C1)OC 4-({3-[1-(2-fluoroethyl)-4-{[(1R,4R)-4-(morpholin-4-yl)cyclohexyl]amino}-1H-indol-2-yl]prop-2-yn-1-yl}amino)-3-methoxy-N-methylbenzamide